2,2-bis(4-amino-3-hydroxyphenyl)-1,1,1,3,3,3-hexafluoropropane NC1=C(C=C(C=C1)C(C(F)(F)F)(C(F)(F)F)C1=CC(=C(C=C1)N)O)O